1-bromo-4-(1-cyclopropylethyl)benzene BrC1=CC=C(C=C1)C(C)C1CC1